ClC1=CC(=C2C=C3N(C2=C1Cl)CCCC(C3=O)C(=O)OCC)C=3C=NN(C3)C3OCCCC3 ethyl 3,4-dichloro-10-oxo-l-1-(1-tetrahydropyran-2-ylpyrazol-4-yl)-6,7,8,9-tetrahydroazepino[1,2-a]indole-9-carboxylate